C(CCCCCCCCCCCCCCCCCCC(=O)[O-])(=O)OC(C)(C)C mono-tert-butyl eicosandioate